C(C)(=O)N1CC2(C1)CC(C2)C2=NN(C=1C=CC=C(C21)C2=C(C=C1C=NN(C1=C2)C)F)CC(=O)NCC(=O)NCC(=O)O (2-(3-(2-acetyl-2-azaspiro[3.3]heptan-6-yl)-5'-fluoro-1'-methyl-1H,1'H-[4,6'-biindazol]-1-yl)acetyl)glycylglycine